FC1=C2NC(C=3N(C2=C(C(=C1)C1=C2C=CN(C2=CC=C1)C)C)C(=NN3)C)(C)C 6-Fluoro-1,4,4,9-tetramethyl-8-(1-methyl-1H-indol-4-yl)-5H-[1,2,4]triazolo[4,3-a]quinoxaline